N1C(=NC2=C1C=CC=C2)CNCCC=2SC(=C(N2)C(=O)NCC2=NC=C(C=N2)C)Cl 2-{2-[(1H-1,3-Benzodiazol-2-ylmethyl)amino]ethyl}-5-chloro-N-[(5-methylpyrimidin-2-yl)methyl]-1,3-thiazole-4-carboxamide